C(=C/CCCC)/C(CC(=O)O)(C)C.C(CC(C)C)(=O)O.C(C)C1=C(NC(=C1C(=O)N)C1=CC=CC=C1)C1=CC=C(C=C1)C(F)(F)F ethyl-5-phenyl-2-(4-(trifluoromethyl)phenyl)Azole-4-carboxamide isovalerate (cis-3-Hexenyl-isovalerate)